C(=O)[O-].SC=1C(=CC(=C(C1)[NH+](CC)CC)C)C 5-mercapto-2,4-dimethylphenyl-diethylammonium formate